(R)-2-methyl-N-[(5S)-1'-[6-methyl-7-(1-methyl-2-oxo-3-pyridyl)pyrazolo[1,5-a]pyrazin-4-yl]spiro[5,7-dihydrocyclopenta[b]pyridine-6,4'-piperidine]-5-yl]propane-2-sulfinamide CC(C)(C)[S@@](=O)N[C@@H]1C=2C(=NC=CC2)CC12CCN(CC2)C=2C=1N(C(=C(N2)C)C=2C(N(C=CC2)C)=O)N=CC1